(R)-3-(5-amino-2-chloro-4-fluorophenyl)-7-((1-methoxypropan-2-yl)amino)-1-(2,2,2-trifluoroethyl)-1,6-naphthyridin-2(1H)-one NC=1C(=CC(=C(C1)C=1C(N(C2=CC(=NC=C2C1)N[C@@H](COC)C)CC(F)(F)F)=O)Cl)F